(3β,25R)-spirost-5-en-3β-ol C[C@H]1[C@H]2[C@H](C[C@H]3[C@@H]4CC=C5C[C@H](CC[C@]5(C)[C@H]4CC[C@]23C)O)O[C@]12CC[C@@H](C)CO2